bis(β-hydroxyethyl)benzene OCCC1=C(C=CC=C1)CCO